CCCCCCCCC(CCCCCCCC)OC(CCCCCCCC(=O)N(C)OC)=O.ONC(C1=CC=C(C=C1)NC(CC1=CC=C(C=C1)C1=CC(=CC=C1)OC)=O)=O N-hydroxy-4-(2-(3'-methoxy-[1,1'-biphenyl]-4-yl)acetamido)benzamide Heptadecan-9-Yl-9-(Methoxy(Methyl)Amino)-9-Oxononanoate